FC=1C=NN2C1C(NC1=C(C=CC=C21)F)=O 3,6-difluoropyrazolo[1,5-a]quinoxaline-4(5H)-one